OC1(CCN(CC1)C(C[C@@H](C)C1=CC=CC=C1)=O)CN1C=C(C(=CC1=O)C1=CC=CC=C1)C=O (R)-1-((4-hydroxy-1-(3-phenylbutanoyl)piperidin-4-yl)methyl)-6-oxo-4-phenyl-1,6-dihydropyridine-3-carbaldehyde